C1=CC=CC=2C3=CC=CC=C3C(C12)COC(=O)N[C@H](C(=O)O)C(N(C)C)C=1SC=C(N1)Br (2S)-2-((((9H-fluoren-9-yl)methoxy)carbonyl)amino)-3-(4-bromothiazol-2-yl)-3-(dimethylamino)propanoic acid